SCCCCCCCCCCO 10-mercapto-1-decanol